2-(5-(trifluoromethyl)-1H-pyrrole-2-carboxamido)benzo[d]thiazole-6-carboxylic acid FC(C1=CC=C(N1)C(=O)NC=1SC2=C(N1)C=CC(=C2)C(=O)O)(F)F